C1(=CC=CC=C1)N1C(N=NC1=O)=O 4-phenyl-1,2,4-triazole-3,5-dione